FC(C1=CC=C(C=C1)[C@@H](C)O)(F)F (1R)-1-[4-(trifluoromethyl)phenyl]ethanol